CCOC1=C(C=C(C=C1)NC(=O)OC(C)C)OCC The molecule is a carbamate ester that is the isopropyl ester of (3,4-diethoxyphenyl)carbamic acid. A fungicide with strong activity against Botrytis cinerea and benzimidazole-resistant strains of Botryis spp. It has a role as an antifungal agrochemical. It is a carbamate ester, an aromatic ether and a carbanilate fungicide. It derives from an aniline.